(R)-2-(3-fluoro-5-isopropyl-2-methoxyphenyl)-2-((R)-3-(methyl(2-methyl-6-(5,6,7,8-tetrahydro-1,8-naphthyridin-2-yl)hexan-2-yl)amino)pyrrolidin-1-yl)acetic acid FC=1C(=C(C=C(C1)C(C)C)[C@H](C(=O)O)N1C[C@@H](CC1)N(C(C)(CCCCC1=NC=2NCCCC2C=C1)C)C)OC